C(=O)C=1C=C(C(=O)NC2=NNC(=C2)[C@@H]2C[C@@H](CC2)N(C([O-])=O)C(C)C)C=CC1O.S(=O)(=O)(O)[N+](C)(C)CCCO Sulfohydroxypropyl-dimethyl-ammonium (1R,3S)-3-(3-(3-formyl-4-hydroxybenzamido)-1H-pyrazol-5-yl)cyclopentyl-isopropylcarbamate